C(C)(C)(C)NC(=O)NC1=NC=2CCC(N(C2C=C1)[C@H](C)C1=CC(=CC=C1)C(F)(F)F)=O (R)-1-(tert-butyl)-3-(6-oxo-5-(1-(3-(trifluoromethyl)phenyl)ethyl)-5,6,7,8-tetrahydro-1,5-naphthyridin-2-yl)urea